C(C)(C)OC(CF)=O 2-fluoroacetic acid isopropyl ester